N-(cyanomethyl)-4-(2-((1-(1-(cyclopropanecarbonyl)piperidin-4-yl)-1H-pyrazol-4-yl)amino)-5-methylpyrimidin-4-yl)benzamide C(#N)CNC(C1=CC=C(C=C1)C1=NC(=NC=C1C)NC=1C=NN(C1)C1CCN(CC1)C(=O)C1CC1)=O